C1(=CC=CC=C1)C(N1[C@](CC1)(C)[NH3+])C1=CC=CC=C1 (2S)-1-Diphenylmethyl-2-methylazacyclobutylammonium